FC1=CC=C2C=CC=C(C2=C1F)C1=C(C=2N=C(N=C(C2C=N1)N([C@@H]1[C@@H](NCC1)C)C)OC[C@]12CCCN2C[C@@H](C1)F)F 7-(7,8-difluoronaphthalen-1-yl)-8-fluoro-2-(((2R,7aS)-2-fluorotetrahydro-1H-pyrrolizin-7a(5H)-yl)methoxy)-N-methyl-N-(cis-2-methylpyrrolidin-3-yl)pyrido[4,3-d]pyrimidin-4-amine